N-{(2S,3R)-4,4-difluoro-1-(oxetane-2-carbonyl)-2-[(2,2',3',4-tetrafluoro[1,1'-biphenyl]-3-yl)methyl]pyrrolidin-3-yl}ethanesulfonamide FC1([C@@H]([C@@H](N(C1)C(=O)C1OCC1)CC=1C(=C(C=CC1F)C1=C(C(=CC=C1)F)F)F)NS(=O)(=O)CC)F